FC1=C(C=CC2=CC=C(N(C)C)C=C2)C=CC=C1 4-(2-fluorostyryl)-N,N-dimethylaniline